O=C(CCC1N(C2=CC=CC=C2C1)C=1C=C(C(N(N1)COCC[Si](C)(C)C)=O)C(F)(F)F)N1CCN(CC1)C1=NC=C(C=N1)C(F)(F)F 6-[2-[3-oxo-3-[4-[5-(trifluoromethyl)pyrimidin-2-yl]piperazin-1-yl]propyl]indolin-1-yl]-4-(trifluoromethyl)-2-(2-trimethylsilylethoxymethyl)pyridazin-3-one